3-(5-((2,3-difluoro-6-(methoxy-d3)benzyl)oxy)-2-fluoro-4-methoxyphenyl)-2,4-dioxo-1,2,3,4-tetrahydrothieno[3,4-d]pyrimidine-5-carboxylic acid FC1=C(COC=2C(=CC(=C(C2)N2C(NC=3C(C2=O)=C(SC3)C(=O)O)=O)F)OC)C(=CC=C1F)OC([2H])([2H])[2H]